ClC1=C(CNC2=NC(=NC=C2C(=O)N)NC=2C=NN(C2)C)C(=CC=C1F)F 4-[(2-chloro-3,6-difluorobenzyl)amino]-2-[(1-methyl-1H-pyrazol-4-yl)amino]pyrimidin-5-carboxamide